1-chloro-2-nitro-4-(trifluoromethoxy)benzene ClC1=C(C=C(C=C1)OC(F)(F)F)[N+](=O)[O-]